O1C=2C(OCC1)=C(SC2)C=2SC(=CC2CCOCCCCC(CCC[N+](C)(C)C)S(=O)(=O)[O-])C=2SC=C1OCCOC12 8-(2-(2,5-bis(2,3-dihydrothieno[3,4-b][1,4]dioxin-5-yl)thiophen-3-yl)ethoxy)-1-(trimethylammonio)octane-4-sulfonate